C[C@H]1CN(CCN1)C1=CC=CC(=N1)OCC1=NC=C(C#N)C=C1 (S)-6-(((6-(3-methylpiperazin-1-yl)pyridin-2-yl)oxy)methyl)nicotinonitrile